O1C(=O)C(=CC2=CC=CC=C12)P(O)(=O)O Coumarin-3-phosphonic acid